COC=1C=C(C2=NC3=C(CCC=4C=C(C(NC34)=O)C(=O)[O-])N2C1)OC 9,11-dimethoxy-2-oxo-1,2,5,6-tetrahydropyrido[2',1':2,3]imidazo[4,5-h]quinoline-3-carboxylate